C(=C)C1=CC=C(COC=2C(=NC=CC2)CC(C(CN)O)N)C=C1 (3-(4-vinylbenzyloxy)-2-pyridylmethyl)-1,3-diaminopropan-2-ol